2-Methylenbutan C=C(C)CC